methylenedioxybenzene-3-ol C1OC2=C(C(=CC=C2)O)O1